(12R,14S)-4-(4-iodo-3,5-dimethyl-1H-pyrazol-1-yl)-12-methoxy-16-oxa-7,10,20,21,24-pentaazapentacyclo[15.5.2.12,6.010,14.020,23]pentacosa-1(23),2,4,6(25),17(24),18,21-heptaen-11-one IC=1C(=NN(C1C)C=1C=C2C=3C=NN4C=CC(OC[C@@H]5C[C@H](C(N5CCNC(C1)=C2)=O)OC)=NC34)C